N-(4-Chloroquinolin-8-yl)-6-isopropoxynicotinamide ClC1=CC=NC2=C(C=CC=C12)NC(C1=CN=C(C=C1)OC(C)C)=O